C(C#C)NC(CN1N=NN=C1C(CCCCB1OC(C(O1)(C)C)(C)C)NC(C1=CC=CC=C1)(C1=CC=CC=C1)C1=CC=CC=C1)=O (+)-N-(prop-2-yn-1-yl)-2-(5-(5-(4,4,5,5-tetramethyl-1,3,2-dioxaborolan-2-yl)-1-(tritylamino)pentyl)-1H-tetrazol-1-yl)acetamide